FC(C(=O)O)(F)F.NC=1N=CC(=NC1C1=CC(=NC=C1)C)C=1C=C(C=CC1C)S(=O)(=O)NC12COC(CC1)(CC2)CO 3-(5-Amino-6-(2-methylpyridin-4-yl)pyrazin-2-yl)-N-(1-(hydroxymethyl)-2-oxabicyclo[2.2.2]octan-4-yl)-4-methylbenzenesulfonamide Trifluoroacetate Salt